CC1=CC=2N(C=C1)C(=C(N2)C2=C(C(=C(C=C2F)C(=O)OC)F)F)C[C@H]2CN(CCO2)C(=O)OC(C)(C)C tert-butyl (S)-2-((7-methyl-2-(2,3,6-trifluoro-4-(methoxycarbonyl)phenyl)imidazo[1,2-a]pyridin-3-yl)methyl)-morpholine-4-carboxylate